3-(isoquinolin-4-yl)-2-oxo-1-(6-oxo-1,6-dihydropyridin-3-yl)imidazoline-4-carbonitrile C1=NC=C(C2=CC=CC=C12)N1C(N(CC1C#N)C1=CNC(C=C1)=O)=O